FC1=C(C=CC=C1)N(C(CC[C@@H](C)[C@H]1CC[C@H]2[C@@H]3CC=C4C[C@H](CC[C@]4(C)[C@H]3CC[C@]12C)O)=O)C (3S,8S,9S,10R,13R,14S,17R,20R)-N-(2-fluorophenyl)-3-hydroxy-N-methylcholane-5(6)-en-24-amide